(E)-N-(6-Chloro-5-(2-(dimethylamino)vinyl)pyridazin-3-yl)pivalamide ClC1=C(C=C(N=N1)NC(C(C)(C)C)=O)\C=C\N(C)C